ClC1=NN(C2=NC(=NC=C21)Cl)CCCOC2=NN(C(=C2[N+](=O)[O-])C)C=2C(=NC=C(C2)F)OC 3,6-dichloro-1-(3-((1-(5-fluoro-2-methoxypyridin-3-yl)-5-methyl-4-nitro-1H-pyrazol-3-yl)oxy)propyl)-1H-pyrazolo[3,4-d]pyrimidine